C(C)(C)N1N=CN=C1C=1N=C2N(CCOC3=C2C=CC(=C3)OC(C(=O)N)=C)C1 (S)-2-((2-(1-isopropyl-1H-1,2,4-triazol-5-yl)-5,6-dihydrobenzo[f]imidazo[1,2-d][1,4]oxazepin-9-yl)oxy)acrylamide